Tert-butyl (2S,5S)-2-((6-bromo-3-methylpyridin-2-yl) carbamoyl)-5-methylpyrrolidine-1-carboxylate BrC1=CC=C(C(=N1)NC(=O)[C@H]1N([C@H](CC1)C)C(=O)OC(C)(C)C)C